2-(phenylthio)-1-(4-(5-(trifluoromethyl)-1,2,4-oxadiazol-3-yl)phenyl)ethan-1-one C1(=CC=CC=C1)SCC(=O)C1=CC=C(C=C1)C1=NOC(=N1)C(F)(F)F